C(C)(C)(C)OC(=O)N1CC2=CC=C(C=C2CC1)[C@@H]1C(NC(CC1)=O)=O |r| rac-6-[(3R)-2,6-dioxopiperidin-3-yl]-3,4-dihydro-1H-isoquinoline-2-carboxylic acid tert-butyl ester